ClC1=NN2C(N=CC3=C2C(CN3C(=O)NC=3C=NC(=C(C3)Cl)N3N=CC=N3)(C)C(F)F)=C1 2-chloro-N-(5-chloro-6-(2H-1,2,3-triazol-2-yl)pyridin-3-yl)-8-(difluoromethyl)-8-methyl-7,8-dihydro-6H-pyrazolo[1,5-a]pyrrolo[2,3-e]pyrimidine-6-carboxamide